NCC1=CC=C(C=C1)CNC1=C(C(=NN1C(=O)C1=C(OC=C1)C)C1C(N(C1)C(=O)N1CCOCC1)C(F)(F)F)OC N-{[4-(aminomethyl)phenyl]methyl}-4-methoxy-1-(2-methylfuran-3-carbonyl)-3-[1-(morpholine-4-carbonyl)-2-(trifluoromethyl)azetidin-3-yl]-1H-pyrazol-5-amine